2-(bromomethyl)-3-(2,2,2-trifluoroethoxy)pyrazine BrCC1=NC=CN=C1OCC(F)(F)F